2-{2-[(1H-1,3-Benzodiazol-2-ylmethyl)amino]ethyl}-N-[(3-fluoropyridin-2-yl)methyl]-1,3-oxazole-4-carboxamide trihydrochloride Cl.Cl.Cl.N1C(=NC2=C1C=CC=C2)CNCCC=2OC=C(N2)C(=O)NCC2=NC=CC=C2F